NC(C(=O)O)C1=CC(=CC=C1)Cl 2-amino-2-(3-chlorophenyl)acetic acid